ClC1=CC=C(C=C1)C1=C(CCC(C1)(C)C)CN1CCN(CC1)C1=CC=C(C=C1)S(=O)(=O)NC(=O)C1(CC1)C1=CC=C(C=C1)[N+](=O)[O-] N-([4-[4-[[2-(4-chlorophenyl)-4,4-dimethylcyclohexen-1-yl]methyl]piperazin-1-yl]phenyl]sulfonyl)-1-(4-nitrophenyl)cyclopropane-1-carboxamide